C(C)OC1=C(C=CC=C1)C(=O)N1CC2(C1)CC(C2)C2=CC(=NN2C2=C(C=CC=C2)C)C (2-ethoxyphenyl)(6-(3-methyl-1-(o-tolyl)-1H-pyrazol-5-yl)-2-azaspiro[3.3]heptan-2-yl)methanone